5-fluoro-2-(((3-methyl-4-methoxypyridin-2-yl)methyl)sulfonyl)-1H-benzo[d]-imidazole FC1=CC2=C(NC(=N2)S(=O)(=O)CC2=NC=CC(=C2C)OC)C=C1